C(=CCCCCCCCCC)Cl 1-undecenyl chloride